O=C1NC(CC[C@@H]1N1C(C2=CC=C(C=C2C1=O)N1CCN(CC1)CCCN1CCN(CC1)C1=CC=C(C=C1)NC1=C2N=CN(C2=NC=N1)C1CC(C1)NC(CC1=CC=CC=C1)=O)=O)=O N-((1s,3s)-3-(6-((4-(4-(3-(4-(2-(2,6-dioxopiperidin-3-yl)-1,3-dioxoisoindolin-5-yl)piperazin-1-yl)propyl)piperazin-1-yl)phenyl)amino)-9H-purin-9-yl)cyclobutyl)-2-phenylacetamide